4-[4-(1,3-Benzooxazol-2-yl)piperidin-1-yl]-1-methyl-2-oxo-1,2-dihydroquinoline-3-carbonitrile O1C(=NC2=C1C=CC=C2)C2CCN(CC2)C2=C(C(N(C1=CC=CC=C21)C)=O)C#N